C(C)N1C(=O)N(C=2N=CN(C2C1=O)C)C 1-ethyl-3,7-dimethyl-xanthine